tert-butyl 7-(3-methyl-4-(4-(((3-(1,1,1-trifluoro-2-methylpropan-2-yl)-1H-1,2,4-triazol-5-yl)methyl)carbamoyl)-1H-pyrazol-1-yl)phenoxy)-2-azaspiro[3.5]nonane-2-carboxylate CC=1C=C(OC2CCC3(CN(C3)C(=O)OC(C)(C)C)CC2)C=CC1N1N=CC(=C1)C(NCC1=NC(=NN1)C(C(F)(F)F)(C)C)=O